C(C)(C)(C)C1CCC(CC1)NC(OCC1=CC=C2C=C(C(=NC2=C1)C)C1C(NC(CC1)=O)=O)=O (3-(2,6-dioxopiperidin-3-yl)-2-methylquinolin-7-yl)methyl (4-(tert-butyl)cyclohexyl)carbamate